C(\C=C\C)N1C(C2=C(C(=C1)B1OC(C(O1)(C)C)(C)C)C=C(N2)C)=O (E)-6-(but-2-en-1-yl)-2-methyl-4-(4,4,5,5-tetramethyl-1,3,2-dioxaborolan-2-yl)-1H-pyrrolo[2,3-c]pyridin-7(6H)-one